2-(2,6-dichlorophenyl)-1-((1S,3R)-5-(1-ethyl-1H-pyrazol-4-yl)-3-(hydroxymethyl)-1-methyl-3,4-dihydroisoquinolin-2(1H)-yl)ethan-1-one ClC1=C(C(=CC=C1)Cl)CC(=O)N1[C@H](C2=CC=CC(=C2C[C@@H]1CO)C=1C=NN(C1)CC)C